4-((R)-1-(5-fluoropyridin-2-yl)ethoxy)-6-(1-(1-((S)-2-hydroxypropanoyl)piperidin-4-yl)-1H-pyrazol-4-yl)pyrazolo[1,5-a]pyridine-3-carbonitrile FC=1C=CC(=NC1)[C@@H](C)OC=1C=2N(C=C(C1)C=1C=NN(C1)C1CCN(CC1)C([C@H](C)O)=O)N=CC2C#N